The molecule is a dicarboxylic acid monoester that is the monoethyl ester of 2-{2-[(carboxymethyl)sulfanyl]ethyl}-1,3-thiazolidine-4-carboxylic acid. A mucolytic used in the treatment of chronic bronchopneumopathies and related conditions. It has a role as a mucolytic. It is a dicarboxylic acid monoester, a thiazolidinemonocarboxylic acid and an aliphatic sulfide. CCOC(=O)CSCCC1NC(CS1)C(=O)O